CN1CCC(=CC1)C1=C(C=CC2=C1NC=N2)C(F)(F)F 7-(1-methyl-1,2,3,6-tetrahydropyridin-4-yl)-6-(trifluoromethyl)-1H-benzo[d]Imidazole